S1C(=CC=C1)C=1N2C(SC1)=NC(=C2)C(=O)N 3-(thiophen-2-yl)imidazo[2,1-b]thiazole-6-carboxamide